C(C1=CC=CC=C1)NC1=C(C=CC=C1)C(=C)C1=CC=C(C=C1)C N-benzyl-2-(1-(p-tolyl)vinyl)aniline